Methyl 4-(benzyloxy)-7-chloro-1-(3-(ethoxycarbonyl)thioureido)-8-(trifluoromethyl)isoquinoline-3-carboxylate C(C1=CC=CC=C1)OC1=C(N=C(C2=C(C(=CC=C12)Cl)C(F)(F)F)NC(=S)NC(=O)OCC)C(=O)OC